ethyl (S)-2-((6-((4-chloro-2-fluorobenzyl) oxy)-3',6'-dihydro-[2,4'-bipyridin]-1'(2'H)-yl) methyl)-3-(oxetan-2-ylmethyl)-3H-imidazo[4,5-b]pyridine-5-carboxylate ClC1=CC(=C(COC2=CC=CC(=N2)C=2CCN(CC2)CC2=NC=3C(=NC(=CC3)C(=O)OCC)N2C[C@H]2OCC2)C=C1)F